(S)-ethyl 2-(4-((5-chloro-3-methyl-1H-pyrazol-4-yl)carbamoyl)-2-fluoro-5-((1,1,1-trifluoropropan-2-yl)oxy)phenyl)-1,5-dimethyl-1H-imidazole-4-carboxylate ClC1=C(C(=NN1)C)NC(=O)C1=CC(=C(C=C1O[C@H](C(F)(F)F)C)C=1N(C(=C(N1)C(=O)OCC)C)C)F